(4-(2,2-difluoroethyl)piperazin-1-yl)picolinate FC(CN1CCN(CC1)C=1C(=NC=CC1)C(=O)[O-])F